C(C)OC(CCC1=CC=C(C=C1)B(O)O)=O [4-(3-ethoxy-3-oxo-propyl)phenyl]boronic acid